tert-butyl (S)-2-((4-(6-((3-chloropyrazolo[1,5-a]pyridin-5-yl) methoxy) pyridin-2-yl) piperidin-1-yl) methyl)-1-((oxetan-2-yl) methyl)-1H-benzo[d]imidazole-6-carboxylate ClC=1C=NN2C1C=C(C=C2)COC2=CC=CC(=N2)C2CCN(CC2)CC2=NC1=C(N2C[C@H]2OCC2)C=C(C=C1)C(=O)OC(C)(C)C